FC(C(=O)O)(F)F.NCC(CN1C(N(C=C1)CC1=CC=C(S1)C=1C=CC(N(C1)CC)=O)=O)=C(F)F 5-[5-[[3-[2-(aminomethyl)-3,3-difluoro-allyl]-2-oxo-imidazol-1-yl]methyl]-2-thienyl]-1-ethyl-pyridin-2-one trifluoroacetate